CSC1=NC=C(C(=N1)NC=1C=NC=CC1)C=O 2-methylsulfanyl-4-(3-pyridylamino)pyrimidine-5-carbaldehyde